C(C(C)C)[Sn](CC(C)C)CC(C)C trii-butyltin